C(C)C1=CC=C(C=N1)C1=NN2C(OCCC2)=C1C(=O)OCC Ethyl 2-(6-ethylpyridin-3-yl)-6,7-dihydro-5H-pyrazolo[5,1-b][1,3]oxazine-3-carboxylate